CC1=C(C(=CC(=C1)C)C)C1=NC(=CC=C1)C1OCCO1 2-(2,4,6-trimethylphenyl)-6-(1,3-dioxolan-2-yl)pyridine